BrC1=NN(C(=N1)[C@@H](C)O)C([2H])([2H])[2H] |o1:6| (R*)-1-(3-Bromo-1-(methyl-d3)-1H-1,2,4-triazol-5-yl)ethan-1-ol